CC1=NC(=NO1)CC1CN(CCC1)CC1=CN=C(S1)NC(C)=O N-(5-((3-((5-methyl-1,2,4-oxadiazol-3-yl)methyl)piperidin-1-yl)methyl)thiazol-2-yl)acetamide